BrC=1C=C2C(=NC1)N(C=C2C2=NC=C(C(=O)N(C)C)C=C2)S(=O)(=O)CC2=CC=CC=C2 6-(5-Bromo-1-toluenesulfonyl-1H-pyrrolo[2,3-b]pyridin-3-yl)-N,N-dimethylnicotinamide